3-(4-(4-(((2R,6S)-2,6-dimethylpiperazin-1-yl)methyl)-benzyloxy)-1-oxoisoindolin-2-yl)piperidine-2,6-dione C[C@H]1N([C@H](CNC1)C)CC1=CC=C(COC2=C3CN(C(C3=CC=C2)=O)C2C(NC(CC2)=O)=O)C=C1